ethyl 8-(1,3-dimethyl-1H-pyrazol-5-yl)-5-(((5-fluoro-2,3-dihydrobenzofuran-4-yl)methyl)amino)imidazo[1,2-c]pyrimidine-2-carboxylate CN1N=C(C=C1C=1C=2N(C(=NC1)NCC1=C(C=CC3=C1CCO3)F)C=C(N2)C(=O)OCC)C